C(C)(C)(C)OC(=O)N1CC(C(C1)F)N1C(C=2C=C(C=NC2CC1)Br)=O 3-(3-bromo-5-oxo-7,8-dihydro-1,6-naphthyridin-6(5H)-yl)-4-fluoropyrrolidine-1-carboxylic acid tert-butyl ester